(±)-tert-butyl 3-(1-benzyl-5-methyl-1,2,5,6-tetrahydropyridin-3-yl)-1H-pyrrolo[2,3-b]pyridine-1-carboxylate C(C1=CC=CC=C1)N1CC(=C[C@H](C1)C)C1=CN(C2=NC=CC=C21)C(=O)OC(C)(C)C |r|